BrC1=C2C=3N4C=5C(=CC=CC5C(C3C=C1)(C)C)C1=C4C(C2(C)C)=CC=C1 8-bromo-7,7,11,11-tetramethyl-7,11-dihydrobenzo[8,1]indolizino[2,3,4,5,6-defg]acridine